3,5-difluoro-2-iodo-4-(2-methoxyethoxy)benzonitrile FC=1C(=C(C#N)C=C(C1OCCOC)F)I